hydroxypregn-4-ene-3,20-dione OCC([C@H]1CC[C@H]2[C@@H]3CCC4=CC(CC[C@]4(C)[C@H]3CC[C@]12C)=O)=O